COC=1C=C2C(=CC=NC2=CC1OC)OC1=C(C=C(C=C1)C1C=2N(CCC1)N(C(C2C(=O)N)=O)C2=CC=CC=C2)F (4-((6,7-dimethoxyquinolin-4-yl)oxy)-3-fluorophenyl)-2-oxo-1-phenyl-1,2,4,5,6,7-hexahydropyrazolo[1,5-a]pyridine-3-carboxamide